C(CCCCC(C)C)OC(CCC1=CC(=C(C(=C1)C(C)(C)C)O)C(C)(C)C)=O 3-(3,5-ditert-butyl-4-hydroxyphenyl)propionic acid isooctyl ester